(E)-1-(3-(3-(3-methoxypropoxy)phenyl)acryloyl)-5,6-dihydropyridin COCCCOC=1C=C(C=CC1)/C=C/C(=O)N1CC=CCC1